C(C)C1(CCC=2NC3=CC=CC=C3C2C1)CCC#N 3-(3-ethyl-2,3,4,9-tetrahydro-1H-carbazol-3-yl)propionitrile